N-(4-(2-aminothiazolo[5,4-b]pyridin-5-yl)-3-fluorophenyl)-4-ethoxy-1-(4-fluorophenyl)-2-keto-1,2-dihydropyridine-3-carboxamide NC=1SC2=NC(=CC=C2N1)C1=C(C=C(C=C1)NC(=O)C=1C(N(C=CC1OCC)C1=CC=C(C=C1)F)=O)F